6-{7-[(1r,2r,3s,5s)-2-fluoro-8-azabicyclo[3.2.1]oct-3-yl]-6,7-dihydro-5H-pyrrolo[2,3-c]pyridazin-3-yl}-7-hydroxy-4-methyl-2H-1-benzopyran-2-one F[C@@H]1[C@H]2CC[C@@H](C[C@@H]1N1CCC3=C1N=NC(=C3)C=3C(=CC1=C(C(=CC(O1)=O)C)C3)O)N2